methyl 2-((4-(5-fluoro-6-hydroxypyridin-2-yl)cyclohex-3-en-1-yl)methyl)-1-(((S)-oxetan-2-yl)methyl)-1H-benzo[d]imidazole-6-carboxylate FC=1C=CC(=NC1O)C1=CCC(CC1)CC1=NC2=C(N1C[C@H]1OCC1)C=C(C=C2)C(=O)OC